7-t-Butoxyindoline-2,3-dione C(C)(C)(C)OC=1C=CC=C2C(C(NC12)=O)=O